mono-benzoyl-1,6-hexanediamine C(C1=CC=CC=C1)(=O)C(CCCCCN)N